tert-butyl N-[(3R,4S)-1-[2-ethyl-7-({8-fluoro-2-methylimidazo[1,2-a]pyridin-6-yl}carbamoyl)indazol-4-yl]-4-fluoropyrrolidin-3-yl]-N-methylcarbamate C(C)N1N=C2C(=CC=C(C2=C1)N1C[C@H]([C@H](C1)F)N(C(OC(C)(C)C)=O)C)C(NC=1C=C(C=2N(C1)C=C(N2)C)F)=O